NC1=CC(=CC(=N1)C=1C=C(C#N)C=CC1)C=1N=NN(C1)CC1=NC(=CC=C1)C(C)OC m-[6-amino-4-(1-{[6-(1-methoxyethyl)-2-pyridinyl]methyl}-1H-1,2,3-triazol-4-yl)-2-pyridinyl]benzonitrile